Nicotinic amide C(C1=CN=CC=C1)(=O)N